N-Methylolallylcarbamate C(O)C=CCNC([O-])=O